C1=CC=C2C(=C1)C(=CN2)CCCC(=O)NCCOCCOCCOCCOCCOCCOCCC(=O)NC(CCCCNC(=O)C3=CC=C(O3)[N+](=O)[O-])C(=O)N The molecule is a furan having a nitro group at position 5 and a carboxamido group in turn bearing a long-chain multifunctional N-alkyl group at position 2. It is a C-nitro compound, a member of furans, a member of indoles, a polyether and a monocarboxylic acid amide.